O[C@H]1[C@@H](N(C1)C=1N=C(C2=C(N1)CCC2)C=2C=C(C=CC2)NC(C)=O)C N-(3-(2-((2S,3R)-3-hydroxy-2-methylazetidin-1-yl)-6,7-dihydro-5H-cyclopenta[d]pyrimidin-4-yl)phenyl)acetamide